α-Fluorostyrol FC=CC1=CC=CC=C1